ClC1=C(C=C(C=C1)C=1C=NN(C1)C1=C(C(=NN1C)OS(=O)(=O)C(C(C(C(F)(F)F)(F)F)(F)F)(F)F)C(F)(F)F)C(N(C)C1CC1)=O [5-[4-[4-chloro-3-[cyclopropyl(methyl)carbamoyl] phenyl]pyrazol-1-yl]-1-methyl-4-(trifluoromethyl)pyrazol-3-yl]1,1,2,2,3,3,4,4,4-nonafluorobutane-1-sulfonate